methyl 2-amino-5-bromothiophene-3-carboxylate NC=1SC(=CC1C(=O)OC)Br